CO\N=C(\C(=O)NC)/C1=C(C(=CC=C1)Cl)CO/N=C(/COC)\C1=C(C=C(C=C1)F)F (2E)-2-methoxyimino-2-[2-[[(E)-[2-methoxy-1-(2,4-difluorophenyl)ethylidene]-amino]oxymethyl]-3-chloro-phenyl]-N-methyl-acetamide